19-Nor-5-Androstenediol C[C@]12CC[C@@H]3[C@H]4CC[C@@H](CC4=CC[C@H]3[C@@H]1CC[C@@H]2O)O